N-(4-acetoacetyloxymethylbenzyl)acrylamide C(CC(=O)C)(=O)OCC1=CC=C(CNC(C=C)=O)C=C1